N-((5-(tert-butyl)-2-methoxyphenyl)sulfonyl)-5-(pyrimidin-4-yl)quinoline-2-carboxamide C(C)(C)(C)C=1C=CC(=C(C1)S(=O)(=O)NC(=O)C1=NC2=CC=CC(=C2C=C1)C1=NC=NC=C1)OC